CS(=O)(=O)N1CCC(CC1)NC1=NC2=CC=CC=C2C=N1 N-(1-(methylsulfonyl)piperidin-4-yl)quinazolin-2-amine